OC1=C(C(=CC(=C1S(=O)(=O)C1CN(CCC1)C(C)=O)CCCCC)O)C1CCCC(=C1)C 1-(3-((2,6-dihydroxy-5'-methyl-4-pentyl-1',2',3',4'-tetrahydro-[1,1'-biphenyl]-3-yl)sulfonyl)piperidin-1-yl)ethan-1-one